2,4,7-trimethyl-4-phenylocta-2,6-dienal CC(C=O)=CC(CC=C(C)C)(C1=CC=CC=C1)C